C1(CC1)N1N=C(C(=C1)OC1=CC(=NC=C1)NC1=CC=NN1C)C1CCOCC1 4-((1-cyclopropyl-3-(tetrahydro-2H-pyran-4-yl)-1H-pyrazol-4-yl)oxy)-N-(1-methyl-1H-pyrazol-5-yl)pyridin-2-amine